(S)-4-(5-(5-fluoro-2-methoxypyridin-4-yl)-1H-pyrazole-3-carbonyl)-N-((R)-1-(2-methylpyrimidin-5-yl)pyrrolidin-3-yl)-4-azaspiro[2.5]octane-7-carboxamide FC=1C(=CC(=NC1)OC)C1=CC(=NN1)C(=O)N1C2(CC2)C[C@H](CC1)C(=O)N[C@H]1CN(CC1)C=1C=NC(=NC1)C